3-(2-methoxy-5-(trifluoromethyl)phenyl)-5-(piperazine-1-ylmethyl)isoxazole COC1=C(C=C(C=C1)C(F)(F)F)C1=NOC(=C1)CN1CCNCC1